C(C=C)(=O)OCCCCCCCCCCCCCCC[Si](F)(F)F acryloxypentadecyltrifluorosilane